5-methoxy-1,3-Dihydroxybenzene COC=1C=C(C=C(C1)O)O